(S)-N-(7-(8-ethyl-2-(piperidin-3-ylamino)quinazolin-6-yl)pyrrolo[2,1-f][1,2,4]triazin-4-yl)-2-methylbenzenesulfonamide C(C)C=1C=C(C=C2C=NC(=NC12)N[C@@H]1CNCCC1)C1=CC=C2C(=NC=NN21)NS(=O)(=O)C2=C(C=CC=C2)C